Tert-butyl (1-(4-chloro-3-(trifluoromethoxy)phenyl)-2-oxocyclohexyl)carbamate ClC1=C(C=C(C=C1)C1(C(CCCC1)=O)NC(OC(C)(C)C)=O)OC(F)(F)F